N-(5-aminopyridin-2-yl)-3-methylbenzamide NC=1C=CC(=NC1)NC(C1=CC(=CC=C1)C)=O